FC1=C(C(=C(C=C1OC)OC)F)N1C(N(C2=C(C1)C=NC(=C2)C=2C(=NN(C2)C)C)CC)=O 3-(2,6-difluoro-3,5-dimethoxyphenyl)-7-(1,3-dimethyl-1H-pyrazol-4-yl)-1-ethyl-3,4-dihydropyrido[4,3-d]pyrimidin-2(1H)-one